6-(2,6-difluorophenyl)-4-((5-(methylthio)pyridin-2-yl)amino)pyridazine-3-carboxylic acid methyl ester COC(=O)C=1N=NC(=CC1NC1=NC=C(C=C1)SC)C1=C(C=CC=C1F)F